Ethyl (Z)-3-[2,4-bis(trifluoromethyl)anilino]-2-cyano-prop-2-enoate FC(C1=C(N\C=C(/C(=O)OCC)\C#N)C=CC(=C1)C(F)(F)F)(F)F